ClC=1C=C(C=2CCC(C2C1)O)S(=O)(=O)NC1=C(C(=C(C=C1)F)C=1C=C2C=NC(=NC2=C(C1)OC)NCCCN(C)C)F 6-chloro-N-(3-(2-((3-(dimethylamino)propyl)amino)-8-methoxyquinazolin-6-yl)-2,4-difluorophenyl)-1-hydroxy-2,3-dihydro-1H-indene-4-sulfonamide